(E)-5-(4-((Tert-Butyl-Dimethyl-Silyl)Oxy)but-1-En-1-Yl)-3-Nitro-2-(Prop-1-En-2-Yl)PyriDine C(C)(C)(C)[Si](OCC/C=C/C=1C=C(C(=NC1)C(=C)C)[N+](=O)[O-])(C)C